CC=1C(=NNC1NC(CC)=S)C1=CC=NC=C1 N-[4-methyl-3-(pyridin-4-yl)-1H-pyrazol-5-yl]propanethioamide